NC1=C(C=C(C=N1)C=1C=C2N(N1)CC[C@]21CN(CC1)C(=O)NC(C)C)O[C@H](C)C1=NC(=CC=C1)C (3R)-2'-{6-amino-5-[(1R)-1-(6-methylpyridin-2-yl)ethoxy]pyridin-3-yl}-N-(propan-2-yl)-5',6'-dihydrospiro[pyrrolidine-3,4'-pyrrolo[1,2-b]pyrazole]-1-carboxamide